The molecule is a 2,3-trans-enoyl CoA(4-) obtained by deprotonation of the phosphate and diphosphate OH groups of (2E,10Z,13Z,16Z,19Z,22Z,25Z)-octacosaheptaenoyl-CoA; major species at pH 7.3. It is a conjugate base of a (2E,10Z,13Z,16Z,19Z,22Z,25Z)-octacosaheptaenoyl-CoA. CC/C=C\\C/C=C\\C/C=C\\C/C=C\\C/C=C\\C/C=C\\CCCCCC/C=C/C(=O)SCCNC(=O)CCNC(=O)[C@@H](C(C)(C)COP(=O)([O-])OP(=O)([O-])OC[C@@H]1[C@H]([C@H]([C@@H](O1)N2C=NC3=C(N=CN=C32)N)O)OP(=O)([O-])[O-])O